NCCOC(C=C)=O acrylic acid aminoethyl ester